2-(6-(4-acetylpiperazin-1-yl)-2-(3-fluoropiperidin-1-yl)-5-methyl-7-oxo-[1,2,4]triazolo[1,5-a]pyrimidin-4(7H)-yl)-N-(4-(trifluoromethyl)phenyl)acetamide C(C)(=O)N1CCN(CC1)C1=C(N(C=2N(C1=O)N=C(N2)N2CC(CCC2)F)CC(=O)NC2=CC=C(C=C2)C(F)(F)F)C